2,4-difluoro-3-methoxybenzene FC1=CC=CC(=C1OC)F